2-amino-7-(aminoiminomethyl)aminoheptanoic acid NC(C(=O)O)CCCCCNC=NN